C(C)(=O)OCCC1=CC=CC=C1 (R)-phenethyl acetate